1-((1S,2S,4R)-2-((6-(1-methyl-1H-pyrazol-4-yl)pyrazolo[1,5-a]pyrazin-4-yl)oxy)-7-azabicyclo[2.2.1]heptan-7-yl)prop-2-en-1-one CN1N=CC(=C1)C=1N=C(C=2N(C1)N=CC2)O[C@@H]2[C@@H]1CC[C@H](C2)N1C(C=C)=O